isobutyl 4-carboxy-2-hydroxy-α-cyanocinnamate C(=O)(O)C1=CC(=C(C=C(C(=O)OCC(C)C)C#N)C=C1)O